salicyl isophthalate C(C1=CC(C(=O)[O-])=CC=C1)(=O)OCC=1C(O)=CC=CC1